3-fluoro-N-{4-fluoro-3-[5-(1H-pyrazol-1-yl)-2H-pyrazolo[3,4-b]pyridin-2-yl]phenyl}azetidine-1-carboxamide FC1CN(C1)C(=O)NC1=CC(=C(C=C1)F)N1N=C2N=CC(=CC2=C1)N1N=CC=C1